(S)-2-((4-(6-(4-chloro-2-fluorobenzyloxy)pyridin-2-yl)-4-fluoropiperidin-1-yl)methyl)-1-(oxetan-2-ylmethyl)-1H-benzo[d]imidazole-6-carboxylic acid tert-butyl ester C(C)(C)(C)OC(=O)C=1C=CC2=C(N(C(=N2)CN2CCC(CC2)(F)C2=NC(=CC=C2)OCC2=C(C=C(C=C2)Cl)F)C[C@H]2OCC2)C1